tert-butyl (2-(4-(2-(((benzyloxy)carbonyl)amino)propan-2-yl)-6-chloropyridin-2-yl)-2-hydroxypropyl)carbamate C(C1=CC=CC=C1)OC(=O)NC(C)(C)C1=CC(=NC(=C1)Cl)C(CNC(OC(C)(C)C)=O)(C)O